C1NCC12CCN(CC2)C2(C(NC(NC2=O)=O)=O)C2=CC=C(C=C2)OC2=CC=CC=C2 5-[2,7-DIAZASPIRO[3.5]NONAN-7-YL]-5-[4-PHENOXYPHENYL]HEXAHYDROPYRIMIDINE-2,4,6-TRIONE